(S)-N-(2,5-dichloro-4-(N-(1-(piperidin-4-yl)ethyl)sulfamoyl)phenyl)-2-methylbenzamide hydrochloride Cl.ClC1=C(C=C(C(=C1)S(N[C@@H](C)C1CCNCC1)(=O)=O)Cl)NC(C1=C(C=CC=C1)C)=O